C[C@@H]1N(C[C@H](CC1)NC1=NC=C(C(=N1)C1=CN(C2=NC(=CC=C21)C2=NN=NN2C)COCC[Si](C)(C)C)C(F)(F)F)C(=O)OCC2=CC=CC=C2 benzyl (2S,5S)-2-methyl-5-[[4-[6-(1-methyltetrazol-5-yl)-1-(2-trimethylsilylethoxymethyl)pyrrolo[2,3-b]pyridin-3-yl]-5-(trifluoromethyl)pyrimidin-2-yl]amino]piperidine-1-carboxylate